C=1N=CN2C1C1=CC=CC=C1C2C(C(C)C)O 1-(5H-imidazo[5,1-a]isoindol-5-yl)-2-methylpropan-1-ol